N1C(=NC2=C1C=CC=C2)CNC2=NC(=NN1C2=NC=C1C1=CC(=CC=C1)F)N1CCOCC1 N-(1H-benzimidazol-2-ylmethyl)-7-(3-fluorophenyl)-2-(morpholin-4-yl)imidazo[2,1-f][1,2,4]triazin-4-amine